5-((2-cyclopropyl-6-ethyl-3,4-dihydroquinolin-1(2H)-yl)sulfonyl)-2-((4-methyl-4H-1,2,4-triazol-3-yl)methoxy)benzyl alcohol C1(CC1)C1N(C2=CC=C(C=C2CC1)CC)S(=O)(=O)C=1C=CC(=C(CO)C1)OCC1=NN=CN1C